C(C)OC(=O)[C@@H]1CN(CC[C@@H]1N[C@@H](C)C1=CC=CC=C1)C(=O)OC(C)(C)C (3R,4S)-4-(((S)-1-phenylethyl)amino)piperidine-1,3-dicarboxylic acid 1-(tert-butyl) ester 3-ethyl ester